8-fluoro-N-[(1R)-3,3,3-trifluoro-1-[(3-fluorophenyl)methyl]-1-methyl-propyl]quinoline-3-carboxamide FC=1C=CC=C2C=C(C=NC12)C(=O)N[C@](CC(F)(F)F)(C)CC1=CC(=CC=C1)F